tert-butyl (1S,2S)-2-((6-(4-((6-(cyclopent-1-en-1-yl)pyrazin-2-yl)amino)-3-methylisoxazol-5-yl)-2-methylpyridin-3-yl)carbamoyl)cyclohexane-1-carboxylate C1(=CCCC1)C1=CN=CC(=N1)NC=1C(=NOC1C1=CC=C(C(=N1)C)NC(=O)[C@@H]1[C@H](CCCC1)C(=O)OC(C)(C)C)C